ethyl (S)-3-amino-3-(5-phenylfuran-2-yl)propanoate N[C@@H](CC(=O)OCC)C=1OC(=CC1)C1=CC=CC=C1